C(=O)(OCC1C2=CC=CC=C2C2=CC=CC=C12)NCC N-Fmoc-ethanamine